N-(Benzo[d][1,3]dioxol-4-ylmethyl)-4-(3-fluoropyridin-4-yl)piperazine-1-carboxamide O1COC2=C1C=CC=C2CNC(=O)N2CCN(CC2)C2=C(C=NC=C2)F